FC=1C=C(OCC=2C=CC3=C(CCO3)C2OCOC)C=CC1F 5-((3,4-difluoro-phenoxy)methyl)-4-(methoxymethoxy)-2,3-dihydrobenzofuran